NC1=NC=C(C2=C1C(=C(S2)C2=CC=C(C=C2)NC(C=CC)=O)C2=CC(=C(C=C2)OC2=NC=CC(=N2)C)C)C(=O)N 4-amino-2-(4-methylacrylamidophenyl)-3-(3-methyl-4-((4-methylpyrimidin-2-yl)oxy)phenyl)thieno[3,2-c]pyridine-7-carboxamide